[Na].ClC=1C(=NC=CC1S)NC1CC1 3-chloro-2-(cyclopropylamino)pyridine-4-thiol sodium